N-([1,1'-biphenyl]-4-yl)-8-phenyldibenzo[b,d]furan-1-amine C1(=CC=C(C=C1)NC1=CC=CC=2OC3=C(C21)C=C(C=C3)C3=CC=CC=C3)C3=CC=CC=C3